BrC1=CC=C2C=CC(=NC2=C1)NC 7-Bromo-N-methyl-quinolin-2-amine